5-[[2-[4-[6-(dimethylamino)pyridin-3-yl]-2-(trifluoromethyl)phenyl]-1,3-benzothiazol-6-yl]-[(2-methylpropan-2-yl)oxycarbonyl]amino]pentyl 4-methylbenzenesulfonate CC1=CC=C(C=C1)S(=O)(=O)OCCCCCN(C(=O)OC(C)(C)C)C1=CC2=C(N=C(S2)C2=C(C=C(C=C2)C=2C=NC(=CC2)N(C)C)C(F)(F)F)C=C1